butanoic acid propionic anhydride C(CC)(=O)OC(CCC)=O